(S)-1-[(R)-7-(4-fluorobenzoyl)-8-methyl-3-(3-methyl-1,2,4-thiadiazol-5-yl)-5,6,7,8-tetrahydroimidazo[1,5-a]pyrazin-1-yl]-4-methoxypiperidin-2-one FC1=CC=C(C(=O)N2[C@@H](C=3N(CC2)C(=NC3N3C(C[C@H](CC3)OC)=O)C3=NC(=NS3)C)C)C=C1